C[Si](OC(C(C)C1=CC=CC=C1)(C)C1=CC=CC=C1)(C)C 3-trimethylsilyloxy-2,3-diphenylbutane